5-chloro-3-((4-oxocyclohexyl)methyl)quinazolin-4(3H)-one ClC1=C2C(N(C=NC2=CC=C1)CC1CCC(CC1)=O)=O